tert-Butyl 4-(4-amino-3-hydroxyphenyl)-2-methylpiperidine-1-carboxylate NC1=C(C=C(C=C1)C1CC(N(CC1)C(=O)OC(C)(C)C)C)O